(2-(Benzyl(methyl)amino)-2-oxoethyl)zinc C(C1=CC=CC=C1)N(C(C[Zn])=O)C